C(C)(C)(C)C1=CC(=NO1)C(=O)NC1CCCCC2=C1C=CC(=C2)C2=C1C(=NC=C2)NC(=N1)C=1C=NN(C1)C(C)C 5-tert-butyl-N-[2-{2-[1-(propan-2-yl)-1H-pyrazol-4-yl]-3H-imidazo[4,5-b]pyridin-7-yl}-6,7,8,9-tetrahydro-5H-benzo[7]annulen-5-yl]-1,2-oxazole-3-carboxamide